N'-[3,5-dibromo-6-(trifluoromethyl)pyrazin-2-yl]-N,N-dimethyl-formamidine BrC=1C(=NC(=C(N1)Br)C(F)(F)F)N=CN(C)C